(E)-2-(2-(3-(4-bromophenyl)-8-(methylsulfonyl)-1,4,8-triazaspiro[4.5]dec-1,3-dien-2-yl)vinyl)-5-(5-(1-methyl-1H-pyrazol-4-yl)pyridin-3-yl)-1,3,4-oxadiazole BrC1=CC=C(C=C1)C=1C(=NC2(N1)CCN(CC2)S(=O)(=O)C)/C=C/C=2OC(=NN2)C=2C=NC=C(C2)C=2C=NN(C2)C